3-[4-fluoro-5-[4-[[4-[[1-[6-[5-(1-methylcyclopropoxy)-1H-indazol-3-yl]pyrimidin-4-yl]-4-piperidyl]methyl]piperazin-1-yl]methyl]-1-piperidyl]-1-oxo-isoindolin-2-yl]piperidine-2,6-dione FC1=C2CN(C(C2=CC=C1N1CCC(CC1)CN1CCN(CC1)CC1CCN(CC1)C1=NC=NC(=C1)C1=NNC2=CC=C(C=C12)OC1(CC1)C)=O)C1C(NC(CC1)=O)=O